BrC1=CC=C2C=CC=C(C2=C1)NC1=CC=CC=C1 7-bromo-N-phenyl-α-naphthylamine